C1(CCCCCC1)NC(COC1=CC=C2C=CC(=CC2=C1)C(CC(=O)O)C1=C(C=C(C=C1)OC)C)=O 3-(7-(2-(Cycloheptylamino)-2-oxoethoxy)naphthalen-2-yl)-3-(4-methoxy-2-methylphenyl)propanoic acid